(3,5-dichloro-4-(4-chloro-2-methoxyphenoxy)phenyl)boronic acid ClC=1C=C(C=C(C1OC1=C(C=C(C=C1)Cl)OC)Cl)B(O)O